3-(3-Chloro-4-hydroxyphenyl)-1-(2,4-dimethoxyphenyl)prop-2-en-1-one ClC=1C=C(C=CC1O)C=CC(=O)C1=C(C=C(C=C1)OC)OC